CC(=O)C(C)(C)C methyl-tert-butyl ketone